1-(4-fluorophenyl)-N-methyl-methylamine FC1=CC=C(C=C1)CNC